5-(4-methoxyphenyl)-1H-pyrazol-3-amine COC1=CC=C(C=C1)C1=CC(=NN1)N